FC1=C(C(=CC=C1C#CC1[C@@H]2CN(C[C@H]12)S(=O)(=O)N1CCOCC1)O)N1CC(NS1(=O)=O)=O 5-(2-fluoro-6-hydroxy-3-(((1R,5S,6S)-3-(morpholinosulfonyl)-3-azabicyclo[3.1.0]hexan-6-yl)ethynyl)phenyl)-1,2,5-thiadiazolidin-3-one 1,1-dioxide